C(CCCCC)C(C=O)=CC1=CC=CC=C1 α-n-Hexyl-Cinnamaldehyd